4-[4-Cyano-3-hydroxy-6-(2-trifluoromethyl-benzyl)-pyridin-2-yl]-4-oxo-butyric acid C(#N)C1=C(C(=NC(=C1)CC1=C(C=CC=C1)C(F)(F)F)C(CCC(=O)O)=O)O